3-[(2-carboxyethyl-oxo-germyl)oxy-oxo-germyl]propionic acid C(=O)(O)CC[Ge](O[Ge](CCC(=O)O)=O)=O